[In].C1(=CC(=CC=C1)C1=NC(=NC(=C1)C1=CC=C(C=C1)C=1C=NC=CC1)C1=CC=C(C=C1)C1=CC=CC2=CC=CC=C12)C1=CC=CC=C1 4-(biphenyl-3-yl)-2-{4-(naphthalen-1-yl)phenyl}-6-{4-(pyridin-3-yl)phenyl}pyrimidine indium